ClC1=CN=C2C(=N1)NC=C2C2=NC(=C(C(=N2)N[C@@H]2[C@H](C1CCC2CC1)C(=O)OCC)F)C=1OC=CC1 (2S,3S)-ethyl 3-((2-(3-chloro-5H-pyrrolo[2,3-b]pyrazin-7-yl)-5-fluoro-6-(furan-2-yl)pyrimidin-4-yl)amino)bicyclo[2.2.2]octane-2-carboxylate